6-cyclopropyl-2-propionylpyridine-3-carboxylic acid C1(CC1)C1=CC=C(C(=N1)C(CC)=O)C(=O)O